N1(N=CC=C1)C1=CC=C(C=O)C=C1 4-(pyrazole-1-yl)benzaldehyde